((3-(benzyloxy)pyridin-4-yl)methoxy)-5-bromopyrazin-2-amine C(C1=CC=CC=C1)OC=1C=NC=CC1COC=1C(=NC=C(N1)Br)N